3-(4-methoxyphenyl)acryloyl-4-methyl-1,5-naphthyridin-2(1H)-one COC1=CC=C(C=C1)C=CC(=O)N1C(C=C(C2=NC=CC=C12)C)=O